CC=1C=C(C=CC1C)[C@H]1N(C[C@@H](CC1)C)C(C(=O)NC=1C=NC=C(C1)C)=O [(2S,5R)-2-(3,4-dimethylphenyl)-5-methyl-1-piperidyl]-N-(5-methyl-3-pyridyl)-2-oxo-acetamide